FC(C)(F)C1=NC(=CC(=N1)NC1=CC(=NC=C1OCC1=NSC=C1)NC(C)=O)C N-(4-((2-(1,1-difluoroethyl)-6-methylpyrimidin-4-yl)amino)-5-(isothiazol-3-ylmethoxy)pyridin-2-yl)acetamide